NC=1C(=C(C=C2C=C(N=CC12)NC(=O)C1C(C1)F)C1=C(C=CC=C1Cl)Cl)F N-(8-amino-6-(2,6-dichlorophenyl)-7-fluoroisoquinolin-3-yl)-2-fluorocyclopropane-1-carboxamide